1-benzyl 2-methyl (2S,3R,4R)-4-fluoro-3-methylpyrrolidine-1,2-dicarboxylate F[C@@H]1[C@@H]([C@H](N(C1)C(=O)OCC1=CC=CC=C1)C(=O)OC)C